C(C)(C)(C)OC(=O)N1CCC(=CC1)B1OC(C(O1)(C)C)(C)C.COC=1C=C(C=CC1C1=CN=CO1)NC(=O)[C@H]1COC2=CC=CC=C2C1 |r| racemic-N-(3-methoxy-4-(oxazol-5-yl)phenyl)chromane-3-carboxamide tert-butyl-4-(4,4,5,5-tetramethyl-1,3,2-dioxaborolan-2-yl)-3,6-dihydro-2H-pyridine-1-carboxylate